monotert-butyl suberate C(CCCCCCC(=O)[O-])(=O)OC(C)(C)C